ClC1=C2C=C(C(N(C2=CC=N1)C)=O)C1(CN(CC1)C(=O)O)O 3-(5-Chloro-1-methyl-2-oxo-1,2-dihydro-1,6-naphthyridin-3-yl)-3-hydroxypyrrolidine-1-carboxylic acid